C12(OCC(CC1)CC2)C(=O)N 2-oxabicyclo[2.2.2]octane-1-carboxamide